2-methyl-6-[2-[4-[1-methyl-4-(1H-pyrazol-4-yl)pyrazol-3-yl]phenyl]ethynyl]pyridine CC1=NC(=CC=C1)C#CC1=CC=C(C=C1)C1=NN(C=C1C=1C=NNC1)C